CN1C(=CC(C=C1)=O)N1[C@H]([C@H](CC1)NS(=O)(=O)C)CO[C@@H]1CC[C@@H](CC1)C1=CC=CC=C1 N-((2R,3S)-1-(1-methyl-4-oxo-1,4-dihydropyridin-2-yl)-2-((((CIS)-4-phenylcyclohexyl)oxy)methyl)pyrrolidin-3-yl)methanesulfonamide